BrC1=CC(=C(OC2=C(C(=O)NC3=CC(=NC=C3)[S@@](=O)(=N)C)C=C(C(=C2)C(F)(F)F)Cl)C=C1)OC (R)-2-(4-bromo-2-methoxyphenoxy)-5-chloro-N-(2-(S-methylsulfonimidoyl)pyridin-4-yl)-4-(trifluoromethyl)benzamide